3-(6,6-Difluoro-2-azaspiro[3.3]heptan-2-yl)-3-(4-hydroxyphenyl)-7-(trifluoromethyl)indol-2-one FC1(CC2(CN(C2)C2(C(NC3=C(C=CC=C23)C(F)(F)F)=O)C2=CC=C(C=C2)O)C1)F